NC=1C=C(C(=O)NCC2CCCCCC2)C=CC1N 3,4-diamino-N-(cycloheptylmethyl)benzamide